ethyl 2-(3-fluoro-5-(2-(3-fluoroazetidin-1-yl)ethyl)-2-oxopyridin-1(2H)-yl)pentanoate FC=1C(N(C=C(C1)CCN1CC(C1)F)C(C(=O)OCC)CCC)=O